N1=CN=C(C2=C1N=CC=C2)N2CC1(C2)CCN(CC1)C(=O)OCCCC butyl 2-pyrido[2,3-d]pyrimidin-4-yl-2,7-diazaspiro[3.5]nonane-7-carboxylate